2-fluoro-6-[2,2,3,3,5,6,6-heptadeuterio-4-(pyridazin-3-ylmethyl)-5-(trideuteriomethyl)piperazin-1-yl]-4-isobutyl-benzonitrile FC1=C(C#N)C(=CC(=C1)CC(C)C)N1C(C(N(C(C1([2H])[2H])(C([2H])([2H])[2H])[2H])CC=1N=NC=CC1)([2H])[2H])([2H])[2H]